C(C)C(COC(CCC1=CC(=C(C(=C1)N1N=C2C(=N1)C=CC(=C2)Cl)O)C(C)(C)C)=O)CCCC 2-ethylhexyl-3-[3-t-butyl-5-(5-chloro-2H-benzotriazol-2-yl)-4-hydroxyphenyl]propionate